C1(CC1)COC=1N=C2C(=CC=NC2=CC1)C1=CC=2C(NCCC2N1)=O 2-[6-(cyclopropylmethoxy)-1,5-naphthyridin-4-yl]-1H,5H,6H,7H-pyrrolo[3,2-c]Pyridin-4-one